4-[(4-methoxyphenyl)sulfonyl]-N-[(naphthalen-2-yl)methyl]-1-(thiophene-2-carbonyl)piperazine-2-carboxamide COC1=CC=C(C=C1)S(=O)(=O)N1CC(N(CC1)C(=O)C=1SC=CC1)C(=O)NCC1=CC2=CC=CC=C2C=C1